COC1=C(C(=CC=C1)OC)S(=O)(=O)NC1=NOC2=C1C(=CC(=C2)C=2C=NN(C2)C)OC 2,6-dimethoxy-N-(4-methoxy-6-(1-methyl-1H-pyrazol-4-yl)benzo[d]isoxazol-3-yl)benzenesulfonamide